methyl 4-isocyanatobicyclo[2.2.2]octane-1-carboxylate N(=C=O)C12CCC(CC1)(CC2)C(=O)OC